C(C)O[Si](CCCN)(OCC)OCC N-(3-triethoxysilylpropyl)amine